6-(2-ethoxy-3-pyridinyl)-3-isopropyl-1-methyl-N-[(5-methyl-1,2,4-oxadiazol-3-yl)methyl]pyrazolo[3,4-b]pyridin-4-amine C(C)OC1=NC=CC=C1C=1C=C(C2=C(N1)N(N=C2C(C)C)C)NCC2=NOC(=N2)C